ClC=1C(=NC(=CC1)N1N=NN=C1CN(CC1CC1)C1CCCCC1)C#N 3-chloro-6-(5-((cyclohexyl-(cyclopropylmethyl)amino)methyl)-1H-tetrazol-1-yl)picolinonitrile